N-(4-(1-(2,6-dioxopiperidin-3-yl)-1H-pyrazol-3-yl)benzyl)picolinamide O=C1NC(CCC1N1N=C(C=C1)C1=CC=C(CNC(C2=NC=CC=C2)=O)C=C1)=O